6,7-dimethoxy-9-(3-(morpholinomethyl)-1H-indol-6-yl)naphtho[2,3-c]furan-1(3H)-one COC1=CC2=CC3=C(C(OC3)=O)C(=C2C=C1OC)C1=CC=C2C(=CNC2=C1)CN1CCOCC1